3-hexenylmethyl ether C(CC=CCC)OC